N[C@@H]1C2=CC=CC=C2CC12CCN(CC2)C=2C(=NC(=CN2)C#CCOC2=CC=CC=C2)CO (S)-(3-(1-amino-1,3-dihydrospiro[indene-2,4'-piperidin]-1'-yl)-6-(3-phenoxyprop-1-yn-1-yl)pyrazin-2-yl)methanol